C(C)(C)N[C@H]1CNC[C@@H]1C (3R,4S)-N-Isopropyl-4-methylpyrrolidin-3-amine